2-((6-trifluoromethyl-[1,1'-biphenyl]-2-yl)amino)benzoic acid FC(C1=CC=CC(=C1C1=CC=CC=C1)NC1=C(C(=O)O)C=CC=C1)(F)F